benzofuran-2-yl(2-fluorophenyl)methanone O1C(=CC2=C1C=CC=C2)C(=O)C2=C(C=CC=C2)F